FC1=CNC2=NC=CC(=C21)[C@H](C)OC=2C=C1C(=NNC1=CC2)C=2C=CC(=NC2)N2CC1(C2)CCN(CC1)C(C)=O (S)-1-(2-(5-(5-(1-(3-fluoro-1H-pyrrolo[2,3-b]pyridin-4-yl)ethoxy)-1H-indazol-3-yl)pyridin-2-yl)-2,7-diazaspiro[3.5]nonan-7-yl)ethan-1-one